benzyl (R)-3-(3-((R)-4-(4-chloro-2-(difluoromethyl) benzoyl)-2-ethylpiperazin-1-yl)-6-(2-ethoxyphenyl)picolinamido)pyrrolidine-1-carboxylate ClC1=CC(=C(C(=O)N2C[C@H](N(CC2)C=2C(=NC(=CC2)C2=C(C=CC=C2)OCC)C(=O)N[C@H]2CN(CC2)C(=O)OCC2=CC=CC=C2)CC)C=C1)C(F)F